O=S1(C(CCC1)C=1C=CC(=C(C1)C=1C2=C(C(N(C1)C)=O)NC=C2)OC2=CC=C(C=C2)CCC2CCNCC2)=O 4-[5-(1,1-dioxothiolan-2-yl)-2-[4-[2-(4-piperidyl)ethyl]phenoxy]phenyl]-6-methyl-1H-pyrrolo[2,3-c]pyridin-7-one